NC1=C(C(=O)NCC)C=C(C=N1)C1=C(C(=C(C=C1)NC([C@H](O)C1=CC(=CC(=C1)F)F)=O)F)C (R)-2-amino-5-(4-(2-(3,5-difluorophenyl)-2-hydroxyacetamido)-3-fluoro-2-methylphenyl)-N-ethylnicotinamide